[Mg+2].C(C(O)CC(=O)[O-])(=O)[O-] malic acid, magnesium salt